NC(C(=O)O)C(C)(C)O 2-Amino-3-hydroxyl-3-methylbutyric acid